3-amino-N-[3-[[2-(3-carbamimidoylphenyl)-1-thiazol-2-yl-ethyl]sulfamoyl]phenyl]propanamide NCCC(=O)NC1=CC(=CC=C1)S(NC(CC1=CC(=CC=C1)C(N)=N)C=1SC=CN1)(=O)=O